ClC1=C(C=C(N=N1)N[C@H]1CNCCC1)C(C)C (R)-6-chloro-5-isopropyl-N-(piperidin-3-yl)pyridazin-3-amine